p-propargylphenylphenylalanine C(C#C)C1=CC=C(C[C@H](NC2=CC=CC=C2)C(=O)O)C=C1